2-({4-[(2-{[4-chloro-2-(hydroxymethyl)phenoxy]methyl}pyridin-4-yl)oxy]piperidin-1-yl}methyl)-1-[(oxetan-2-yl)methyl]-1H-1,3-benzodiazole-6-carboxylic acid ClC1=CC(=C(OCC2=NC=CC(=C2)OC2CCN(CC2)CC2=NC3=C(N2CC2OCC2)C=C(C=C3)C(=O)O)C=C1)CO